1,3,5-tris[4-(3-methylphenylphenylamino)phenyl]benzene CC=1C=C(C=CC1)N(C1=CC=C(C=C1)C1=CC(=CC(=C1)C1=CC=C(C=C1)N(C1=CC=CC=C1)C1=CC(=CC=C1)C)C1=CC=C(C=C1)N(C1=CC=CC=C1)C1=CC(=CC=C1)C)C1=CC=CC=C1